N-((S)-1-(4,4-Difluorocyclohexyl)-2-oxo-2-((4-(((S)-2-oxo-4-(trifluoromethyl)-imidazolidin-1-yl)methyl)pyridin-2-yl)amino)ethyl)-1-methyl-1H-pyrazole-5-carboxamide FC1(CCC(CC1)[C@@H](C(NC1=NC=CC(=C1)CN1C(N[C@@H](C1)C(F)(F)F)=O)=O)NC(=O)C1=CC=NN1C)F